ClC=1C=C(C=CC1)[C@H]([C@@H](CN1CCCC1)NC(OC1CC2=CC=CC=C2C1)=O)O 2,3-dihydro-1H-inden-2-yl ((1R,2R)-1-(3-chlorophenyl)-1-hydroxy-3-(pyrrolidin-1-yl)propan-2-yl)carbamate